CCCCC/C=C\C/C=C\CCCCCCCC(=O)O 9Z,12Z-octadecadienoic acid